Cl.CC(C)CCC[C@@H](C)[C@H]1CC[C@H]2[C@@H]3CC=C4C[C@@H](O)CC[C@]4(C)[C@H]3CC[C@]12C Cholesterol Hydrochloride